2,3-diphenyl-5-(piperazin-1-yl)pyrazine C1(=CC=CC=C1)C1=NC=C(N=C1C1=CC=CC=C1)N1CCNCC1